5-bromo-3,5-dichlorosalicylic acid BrC1(CC(=C(C(C(=O)O)=C1)O)Cl)Cl